(Quinoxalin-6-ylmethyl)-5-(4,7-diazaspiro[2.5]octan-7-yl)pyridazin-4-amine N1=CC=NC2=CC(=CC=C12)CC=1N=NC=C(C1N)N1CCNC2(CC2)C1